C(#N)/C(/C(=O)NC[C@H]1OC([C@@H]([C@H]([C@@H]1O)O)O)O)=C/C1=CC2=CC=C(C=C2C=C1)N1CCCCC1 (Z)-2-cyano-3-(6-(piperidin-1-yl)naphthalen-2-yl)-N-(((2R,3S,4S,5R)-3,4,5,6-tetrahydroxytetrahydro-2H-pyran-2-yl)methyl)acrylamide